CC1(COP(OC1)(=O)C1([N+](=CCC1)[O-])C)C 2-(5,5-dimethyl-2-oxo-2λ5-[1,3,2]dioxaphosphorinane-2-yl)-2-methyl-3,4-dihydro-2H-pyrrole 1-oxide